(R,Z)-3-((3-butyl-2-methyl-7-(methylthio)-1,1-dioxido-2,3,4,5-tetrahydrobenzo[f][1,2,5]thiadiazepin-8-yl)oxy)-2-fluoroacrylate C(CCC)[C@H]1N(S(C2=C(NC1)C=C(C(=C2)O\C=C(\C(=O)[O-])/F)SC)(=O)=O)C